C(\C=C\CC\C=C\C)=O (E,E)-2,6-Octadienal